4-oxo-4-piperidine-1-ylbutanoic acid O=C(CCC(=O)O)N1CCCCC1